tert-butyl (S,E)-2-((3-(2-((tert-butoxycarbonyl)amino)-7-(dimethylamino)-7-oxohept-5-enamido)-2-oxopyridin-1(2H)-yl)methyl)-1H-benzo[d]imidazole-1-carboxylate C(C)(C)(C)OC(=O)N[C@H](C(=O)NC=1C(N(C=CC1)CC1=NC2=C(N1C(=O)OC(C)(C)C)C=CC=C2)=O)CC\C=C\C(=O)N(C)C